C(CC(C)C)C1=NC2=C(N1C(=O)N)C=CC=C2N2CCCCC2 iso-Pentyl-4-(piperidin-1-yl)-1H-benzo[d]imidazole-1-carboxamide